FC1=C2[C@@H](CCOC2=C2C(=C1)C(=CC=C2)F)O (R)-5,7-Difluorobenzochroman-4-ol